methylenebis(6-(tert-butyl)-4-methylphenol) C(C1=C(C(=CC(=C1)C)C(C)(C)C)O)C1=C(C(=CC(=C1)C)C(C)(C)C)O